C(#N)C1=CC=C(C=C1)NC1=C2C=CN(C2=C(C=C1)C(=O)NC1(CC1)C1=CC=C(C(=O)O)C=C1)CC1=CC=C(C=C1)C(F)(F)F 4-(1-(4-((4-Cyanophenyl)amino)-1-(4-(trifluoromethyl)benzyl)-1H-indol-7-amido)cyclopropyl)benzoic acid